N-[4-(4-fluoro-1H-pyrazol-1-yl)-3-sulfamoylphenyl]-2-(4-methoxyphenyl)acetamide FC=1C=NN(C1)C1=C(C=C(C=C1)NC(CC1=CC=C(C=C1)OC)=O)S(N)(=O)=O